diethyl 2-cyclopropylidenemalonate C1(CC1)=C(C(=O)OCC)C(=O)OCC